NCC1=CC(=C(C=C1)NC(=O)C1=CC2=C(OCCC3=C2SC=C3)C=C1C=1C(=NC(=CC1)C(NCC1(CCC1)C)=O)C(=O)OC)C methyl 3-(9-((4-(aminomethyl)-2-methylphenyl)carbamoyl)-4,5-dihydrobenzo[b]thieno[2,3-d]oxepin-8-yl)-6-(((1-methylcyclobutyl)methyl)carbamoyl)picolinate